4-bromo-2,6-difluorotrifluoromethylbenzene BrC1=CC(=C(C(=C1)F)C(F)(F)F)F